FC=1C(=NC(N([C@H]2C[C@H](O)[C@@H](CO)O2)C1)=O)NCCO 5-fluoro-N4-2-hydroxyethyl-2'-deoxycytidine